C1(=CC=CC=C1)POC1=CC=CC=C1 phenylphenoxyphosphine